ClC1=NC(=CC(=C1)N(C(OC(C)(C)C)=O)C)C(NC)=O tert-butyl N-[2-chloro-6-(methylcarbamoyl)-4-pyridyl]-N-methyl-carbamate